2-sulfo-1,4-phenylenediamine S(=O)(=O)(O)C1=C(C=CC(=C1)N)N